1-[4-(1,1-Dioxoisothiazolidin-2-yl)butyl]-2-ethoxymethyl-7-(pyridin-4-yl)-1H-imidazo[4,5-c]quinolin-4-amine O=S1(N(CCC1)CCCCN1C(=NC=2C(=NC=3C=C(C=CC3C21)C2=CC=NC=C2)N)COCC)=O